Selenoloselenophen [Se]1C=CC2=C1C=C[Se]2